[Si](C1=CC=CC=C1)(C1=CC=CC=C1)(C(C)(C)C)OC[C@@H](CO)C (R)-3-((tert-butyldiphenylsilyl)oxy)-2-methylpropan-1-ol